C1(CC1)C([C@@H](C(=O)NC1=NC(=C(C=C1)C=1C=[N+](C=C(C1C)C(F)F)[O-])F)NC(=O)C=1N(N=CC1)C(C)C)C1CC1 N-[(1S)-1-(dicyclopropylmethyl)-2-[[5-[5-(difluoromethyl)-4-methyl-1-oxido-pyridin-1-ium-3-yl]-6-fluoro-2-pyridyl]amino]-2-oxo-ethyl]-2-isopropyl-pyrazole-3-carboxamide